C(C)(C)(C)[S@@](=O)\N=C\1/C=2C(=NC=C(C2)F)CC12CCN(CC2)C(=O)OC(C)(C)C tert-butyl (R,Z)-5-((tert-butylsulfinyl) imino)-3-fluoro-5,7-dihydrospiro[cyclopenta[b]pyridine-6,4'-piperidine]-1'-carboxylate